C/C(/C=O)=C\C1=CC=C(C=C1)C (E)-2-methyl-3-(p-tolyl)acrolein